FC(C(=C(F)F)F)(F)F hexafluoroprop-1-ene